COC(=O)C=1C(=CC=CC1)C1=CC(=C(C=C1)C=1NC(C2=C(N1)NN=N2)=O)OCC 3'-ethoxy-4'-(7-oxo-6,7-dihydro-3H-[1,2,3]triazolo[4,5-d]pyrimidin-5-yl)-[1,1'-biphenyl]-2-carboxylic acid methyl ester